1-methyl-N-[7-methyl-[1,2,4]triazolo[1,5-a]pyridin-6-yl]-3-[(1r,4r)-4-(difluoromethoxy)cyclohexyl]pyrazolo[4,3-d]pyrimidin-5-amine CN1N=C(C=2N=C(N=CC21)NC=2C(=CC=1N(C2)N=CN1)C)C1CCC(CC1)OC(F)F